FC(OC=1C=NC(=NC1)N[C@@H]1C[C@H](CC1)NC1=CC=C(C=N1)N1C(C(=CC=C1)C1=NOC(N1)=O)=O)F 3-(6'-(((1S,3S)-3-((5-(difluoromethoxy)pyrimidin-2-yl)amino)cyclopentyl)amino)-2-oxo-2H-[1,3'-bipyridyl]-3-yl)-1,2,4-oxadiazol-5(4H)one